CC1=C(C(CC1)=O)C\C=C/CC 3-methyl-2-[(Z)-pent-2-enyl]cyclopent-2-en-1-one